4-methoxy-N-(2-phenyl-1-(phenylthio)propane-2-yl)aniline 3,6,9,12,15,18,21,24,27,30,33,36,39,42,45,48,51,54,57,60,63,66,69,72-tetracosaoxapentaheptacontan-75-oate CCOCCOCCOCCOCCOCCOCCOCCOCCOCCOCCOCCOCCOCCOCCOCCOCCOCCOCCOCCOCCOCCOCCOCCOCCC(=O)O.COC1=CC=C(NC(CSC2=CC=CC=C2)(C)C2=CC=CC=C2)C=C1